1,3-Diisopropylimidazolium C(C)(C)N1C=[N+](C=C1)C(C)C